C(C=C)(=O)N1CCC(CC1)NC=1N=C2C(=NC1)NC=C2C(=O)NCC(C(F)(F)F)(F)F 2-[(1-acryloylpiperidin-4-yl)amino]-N-(2,2,3,3,3-pentafluoropropyl)-5H-pyrrolo[2,3-b]pyrazine-7-carboxamide